ClC=1C=CC(=C(C1)C1=CC(N(C=C1OC)C(C(=O)NC1=CC=C(C(=O)O)C=C1)CC)=O)C1=CN=CO1 4-[(2-{4-[5-chloro-2-(1,3-oxazol-5-yl)phenyl]-5-methoxy-2-oxopyridin-1(2H)-yl}butyryl)amino]benzoic acid